C(C)(C)NCCNCCNCCNCCNCCNCCNC(C)C 1,17-bis(isopropylamino)-3,6,9,12,15-pentaazaheptadecan